FC=1C(=C2C=CN=CC2=C(C1)C(C(=O)O)O)CNC1CC(C1)OC1=CC(=C(C=C1)F)C(F)(F)F 2-(6-fluoro-5-((((1r,3r)-3-(4-fluoro-3-(trifluoromethyl)phenoxy)cyclobutyl)amino)methyl)isoquinolin-8-yl)-2-hydroxyacetic acid